O1C=CC2=C1C=CC(=C2)S(=O)(=O)N2CC1=C(C2)CN(C1)C(=O)N[C@@H](C)C1=CC=C(C=C1)F 5-(1-Benzofuran-5-sulfonyl)-N-[(1S)-1-(4-fluorophenyl)ethyl]-1H,2H,3H,4H,5H,6H-pyrrolo[3,4-c]pyrrole-2-carboxamide